FC1(CN(CC[C@H]1NC1=NN2C(C=N1)=C(C(=C2)F)C2=CC=C1C(=N2)N(C(=N1)C)CC(F)F)C)F (R)-N-(3,3-Difluoro-1-methylpiperidin-4-yl)-5-(3-(2,2-difluoroethyl)-2-methyl-3H-imidazo[4,5-b]pyridin-5-yl)-6-fluoropyrrolo[2,1-f][1,2,4]triazin-2-amine